Ruthenium Isonitril [Ru]([N+]#[C-])([N+]#[C-])[N+]#[C-]